NCC1=C(C=NN1C)C1=CC=C(C(=N1)C)O[C@@H]1C[C@H](CCC1)C(=O)OC(C)C (1S,3S)-Isopropyl 3-((6-(5-(aminomethyl)-1-methyl-1H-pyrazol-4-yl)-2-methylpyridin-3-yl)oxy)cyclohexanecarboxylate